7-(2,2,2-trifluoroethylidene)bicyclo[2.2.1]heptane-2-carboxamide FC(C=C1C2C(CC1CC2)C(=O)N)(F)F